3-hydroxy-2-(2,2,2-trifluoro-1-(5-methoxy-7-methyl-1H-indol-4-yl)ethyl)-2H-indazole-5-carbonitrile OC=1N(N=C2C=CC(=CC12)C#N)C(C(F)(F)F)C1=C2C=CNC2=C(C=C1OC)C